(S)-3-Acetyl-N-(5-((3-fluoro-5-(trifluoromethyl)pyridin-2-yl)oxy)-2-methoxy-phenyl)-1-methyl-2-oxoimidazolidine-4-carboxamide C(C)(=O)N1C(N(C[C@H]1C(=O)NC1=C(C=CC(=C1)OC1=NC=C(C=C1F)C(F)(F)F)OC)C)=O